C(C=C(C)C)C=CC(=C)C prenyl-3-methyl-butadiene